2-methylmorpholine-2-carboxylic acid CC1(CNCCO1)C(=O)O